1-(2-methoxyphenyl)-N-((2-methoxyphenyl)(4-(tributylsilyl)phenyl)phosphaneyl)-N-phenyl-1-(4-(tributylsilyl)phenyl)phosphanamine COC1=C(C=CC=C1)P(N(C1=CC=CC=C1)P(C1=CC=C(C=C1)[Si](CCCC)(CCCC)CCCC)C1=C(C=CC=C1)OC)C1=CC=C(C=C1)[Si](CCCC)(CCCC)CCCC